2,7,8-trimethyl-2-(4,8,12-trimethyltrideca-3,7,11-trien-1-yl)-chromane CC1(OC2=C(C(=CC=C2CC1)C)C)CCC=C(CCC=C(CCC=C(C)C)C)C